[2-(hydroxymethyl)-3-(3-oxobutanoyloxy)-2-(3-oxobutanoyloxy-methyl)propyl] 3-oxobutanoate O=C(CC(=O)OCC(COC(CC(C)=O)=O)(COC(CC(C)=O)=O)CO)C